BrC=1C=C2C=3C=C(C=CC3N(C2=CC1)C1=CC=C(C=C1)OCCOCCOCC)N 6-bromo-9-(4-(2-(2-ethoxyethoxy)ethoxy)phenyl)-9H-carbazol-3-amine